1,3-bis(2-[(furan-2-yl)methylthio]ethyl)imidazolium O1C(=CC=C1)CSCCN1C=[N+](C=C1)CCSCC=1OC=CC1